5-((5-(3,4-difluorophenyl)pyridin-3-yl)oxy)-2-((1-(methylsulfonyl)piperidin-4-yl)sulfonyl)benzonitrile FC=1C=C(C=CC1F)C=1C=C(C=NC1)OC=1C=CC(=C(C#N)C1)S(=O)(=O)C1CCN(CC1)S(=O)(=O)C